1-(2,4,5-trifluoro-3-(quinoxaline-6-carbonyl)phenyl)-3-(3-(trifluoromethyl)phenyl)urea FC1=C(C=C(C(=C1C(=O)C=1C=C2N=CC=NC2=CC1)F)F)NC(=O)NC1=CC(=CC=C1)C(F)(F)F